tert-butyl (2S,3R,7aR)-2-(hydroxymethyl)-3-(1H-pyrazol-3-yl)tetrahydro-1H-pyrrolizine-7a(5H)-carboxylate OC[C@H]1C[C@]2(CCCN2[C@H]1C1=NNC=C1)C(=O)OC(C)(C)C